(S)-(5-oxopyrrolidin-2-yl)methyl 4-methylbenzenesulfonate CC1=CC=C(C=C1)S(=O)(=O)OC[C@H]1NC(CC1)=O